4-(1-methyl-5-phenyl-1H-pyrazole-3-carbonyl)-N-(2-pyridinyl)piperazine-1-carboxamide CN1N=C(C=C1C1=CC=CC=C1)C(=O)N1CCN(CC1)C(=O)NC1=NC=CC=C1